(R)-methyl-2-((tert-butoxycarbonyl)amino)-3-mercaptopropanoate COC([C@H](CS)NC(=O)OC(C)(C)C)=O